3-[(2-oxo-3,4-dihydro-1H-quinolin-6-yl)amino]quinoline-5-carbonitrile O=C1NC2=CC=C(C=C2CC1)NC=1C=NC=2C=CC=C(C2C1)C#N